[N+](=O)([O-])C1=C(C=2C(=NSN2)C(=C1[N+](=O)[O-])Br)Br 5,6-dinitro-4,7-dibromo-2,1,3-benzothiadiazole